C1(=CC=C(C=C1)CC1=C(C=CC=C1)O)CC1=C(C=CC=C1)O p-xylylenediphenol